Cl.ClC1=CC(=C(CC2=NC=CC(=N2)OC2CCNCC2)C=C1)F 2-(4-chloro-2-fluorobenzyl)-4-(piperidin-4-yloxy)pyrimidine hydrochloride